O=C1NC(C(N1)(C1=CC=NN1CC(F)(F)F)CNC(=O)C=1C(=CC=CC1)C1=CC=C(C=C1)C(F)(F)F)=O N-({2,5-dioxo-4-[1-(2,2,2-trifluoroethyl)-1H-pyrazol-5-yl]imidazolidin-4-yl}methyl)-4'-(trifluoromethyl)[biphenyl]-2-carboxamide